COC1=NC=CC=C1CN[C@H]1[C@@H](C1)C1=CC=CC=C1 (trans)-N-((2-methoxypyridin-3-yl)methyl)-2-phenylcyclopropanamine